P([O-])([O-])=O.P([O-])([O-])=O.[K+].[K+].[K+].[K+] potassium bisphosphonate